N1CC(CC1)C(=O)ONC(=O)OC(C)(C)C 3-((tert-butoxycarbonyl)amino) pyrrolidine-3-carboxylate